(R)-(4-(4-amino-6-(6-ethynyl-4-methylpyridin-3-yl)-7-methyl-7H-pyrrolo[2,3-d]pyrimidin-5-yl)cyclohex-3-en-1-yl)(2-oxa-5-azaspiro[3.4]octan-5-yl)methanone NC=1C2=C(N=CN1)N(C(=C2C2=CC[C@@H](CC2)C(=O)N2C1(COC1)CCC2)C=2C=NC(=CC2C)C#C)C